ClCC1=CC=C(C=C1)N1C(=NC=2C1=NC(=CC2)C=2N=NN(C2)CC)C=2C(=NC=CC2)N 3-(3-(4-(Chloromethyl)phenyl)-5-(1-ethyl-1H-1,2,3-triazol-4-yl)-3H-imidazo[4,5-b]pyridin-2-yl)pyridin-2-amine